[N+](=O)([O-])C=1C=C(C=CC1)/C=C/C(=O)N1CC=CCC1 (E)-1-(3-(3-nitrophenyl)acryloyl)-5,6-dihydropyridine